2-Hydroxyoctan-3-one OC(C)C(CCCCC)=O